4-(5-fluoro-2-(pyridin-4-yl)pyrazolo[1,5-a]pyrimidin-7-yl)morpholine FC1=NC=2N(C(=C1)N1CCOCC1)N=C(C2)C2=CC=NC=C2